C(CCCCCCCCC)N[C@@H](C(=O)NCC(=O)O)C (R)-2-(2-decanylaminopropionylamino)acetic acid